CN(C(C(OC)OC)=O)C N,N-dimethyl-2,2-dimethoxyacetamide